The molecule is a butan-4-olide having a 3-bromopropyl group at the 3-position and two methyl substituents at the 5-position. It is an organobromine compound and a butan-4-olide. CC1(CC(C(=O)O1)CCCBr)C